6-(4-(dimethylamino)-2,3,5,6-tetrafluorophenyl)-2,2,7-trifluoro-4-(prop-2-yn-1-yl)-2H-benzo[b][1,4]oxazin-3(4H)-one CN(C1=C(C(=C(C(=C1F)F)C1=CC2=C(OC(C(N2CC#C)=O)(F)F)C=C1F)F)F)C